butyl (1-(trifluoromethyl)cyclopropyl)carbamate FC(C1(CC1)NC(OCCCC)=O)(F)F